benzyl N-[2-(2-hydroxyethoxy) ethyl]-N-methylcarbamate OCCOCCN(C(OCC1=CC=CC=C1)=O)C